5-(DIFLUOROMETHOXY)-2-FLUOROPHENYLBORONIC ACID FC(OC=1C=CC(=C(C1)B(O)O)F)F